N-([4-{4-(trifluoromethyl)phenoxy}quinolin-8-yl]methyl)acrylamide FC(C1=CC=C(OC2=CC=NC3=C(C=CC=C23)CNC(C=C)=O)C=C1)(F)F